trans-4-((3-(1-Cyclopropyl-1H-pyrazol-4-yl)phenyl)((trans-4-(6-(dimethylamino)-pyridin-3-yl)cyclohexyl)methyl)carbamoyl)cyclohexyl methylcarbamate CNC(O[C@@H]1CC[C@H](CC1)C(N(C[C@@H]1CC[C@H](CC1)C=1C=NC(=CC1)N(C)C)C1=CC(=CC=C1)C=1C=NN(C1)C1CC1)=O)=O